FC(C(=O)O)(F)F.ClC1=C2CCC(CC2=C(C=C1)OCCC1=CC=CC2=CC=CC=C12)N1CC(C1)C(=O)O 1-{5-Chloro-8-[2-(naphthalen-1-yl)ethoxy]-1,2,3,4-tetrahydronaphthalen-2-yl}azetidine-3-carboxylic acid trifluoroacetate